ClC=1C(C(=C(C(C1NCCC)=O)Cl)NCCC)=O 2,5-dichloro-3,6-bis(propylamino)cyclohexa-2,5-diene-1,4-dione